propan-2-amine hydrogen chloride Cl.CC(C)N